2-(4-chloro-3-fluorophenoxy)-N-(trans-4-(5-(4-chlorobenzyl)-1,3,4-oxadiazol-2-yl)cyclohexyl)acetamide ClC1=C(C=C(OCC(=O)N[C@@H]2CC[C@H](CC2)C=2OC(=NN2)CC2=CC=C(C=C2)Cl)C=C1)F